(2R)-2-amino-4-(1-methyl-5-nitro-benzimidazol-2-yl)butanoic acid N[C@@H](C(=O)O)CCC1=NC2=C(N1C)C=CC(=C2)[N+](=O)[O-]